ClC=1C=NN(C(C1\C=C\C)=O)CC(=O)NC1=CC(=C(C=C1)C)S(N(C)C)(=O)=O 2-[4-chloro-6-oxo-5-[(E)-prop-1-enyl]pyridazin-1-yl]-N-[3-(dimethylsulfamoyl)-4-methyl-phenyl]acetamide